C(C)(C)(C)OC(=O)NCCN1N=C(C=C1CCl)C(=O)OC methyl 1-[2-(tert-butoxycarbonylamino)ethyl]-5-(chloromethyl)pyrazole-3-carboxylate